O=C1NC(CCC1N1C(N(C2=C1C=CC=C2CCOCCOCCOCCOCC(=O)OC(C)(C)C)C)=O)=O Tert-butyl 14-(1-(2,6-dioxopiperidin-3-yl)-3-methyl-2-oxo-2,3-dihydro-1H-benzo[d]imidazol-4-yl)-3,6,9,12-tetraoxatetradecan-1-oate